3-(5-(((1R,2S)-2-((bicyclo[1.1.1]pentan-1-ylmethyl)amino)cyclohexyl)methyl)-4-fluoro-1-oxoisoindolin-2-yl)piperidine-2,6-dione C12(CC(C1)C2)CN[C@@H]2[C@H](CCCC2)CC=2C(=C1CN(C(C1=CC2)=O)C2C(NC(CC2)=O)=O)F